N-(7-(3-(7-(4-(2-Hydroxyethyl)piperazin-1-yl)-2-methyl-3-phenylpyrazolo-[1,5-a]pyrimidin-5-yl)phenyl)heptyl)-2-(4-phenoxyphenyl)acetamide OCCN1CCN(CC1)C1=CC(=NC=2N1N=C(C2C2=CC=CC=C2)C)C=2C=C(C=CC2)CCCCCCCNC(CC2=CC=C(C=C2)OC2=CC=CC=C2)=O